BrC=1C=2N(C=CC1)N=CC2C=O 4-bromopyrazolo[1,5-a]pyridine-3-carbaldehyde